FC(C=1C=C2C[C@@H]3[C@@H](N(CCC3)C(=O)OC(C)(C)C)C2=CC1)(F)F cis-tert-butyl 7-(trifluoromethyl)-2,3,4,4a,5,9b-hexahydro-1H-indeno[1,2-b]pyridine-1-carboxylate